(1S,2R,4R)-4-(5-((2-(((S)-4-aminopentyl)oxy)pyridin-4-yl)amino)-1-(tert-butyl)-1H-pyrazol-3-yl)-2-fluorocyclopentyl (4-nitrophenyl) carbonate C(O[C@@H]1[C@@H](C[C@@H](C1)C1=NN(C(=C1)NC1=CC(=NC=C1)OCCC[C@H](C)N)C(C)(C)C)F)(OC1=CC=C(C=C1)[N+](=O)[O-])=O